2-(3-(Dimethylamino)propoxy)-4-(4-fluorophenyl)-6-(pyridin-2-yl)pyridine CN(CCCOC1=NC(=CC(=C1)C1=CC=C(C=C1)F)C1=NC=CC=C1)C